(4Z)-4-(1,3-Benzothiazol-6-ylmethylene)-2-[[(3S)-quinuclidin-3-yl]amino]-1H-imidazol-5-one S1C=NC2=C1C=C(C=C2)\C=C\2/N=C(NC2=O)N[C@@H]2CN1CCC2CC1